OC1=C(C=CC(=C1)OC)C(\C=C\C1=CC=C(C=C1)F)=O (E)-1-(2-hydroxy-4-methoxyphenyl)-3-(p-fluorophenyl)prop-2-en-1-one